OC1CN(C1)C=1C2=C(C(=NC1)OC)N=C(S2)NC(=O)N2CC1(CC2)CCOCC1 8-Oxa-2-aza-spiro[4.5]decane-2-carboxylic acid [7-(3-hydroxy-azetidin-1-yl)-4-methoxy-thiazolo[4,5-c]pyridin-2-yl]-amide